6-bromo-7-hydroxy-1-methyl-4-[4-methyl-4-(5-methyl-1,3-benzoxazol-2-yl)piperidin-1-yl]-2-oxo-1,2-dihydroquinoline-3-carboxamide BrC=1C=C2C(=C(C(N(C2=CC1O)C)=O)C(=O)N)N1CCC(CC1)(C=1OC2=C(N1)C=C(C=C2)C)C